COC([C@H](C(CO)C(=O)OC(C)(C)C)N)=O (S)-4-hydroxy-3-tert-butoxycarbonyl-aminobutyric acid methyl ester